COC1=CC=2N(C=C1C1CCN(CC1)S(=O)(=O)C=1C=CC3=C(C(CO3)C)C1)N=CN2 7-methoxy-6-(1-((3-methyl-2,3-dihydrobenzofuran-5-yl)sulfonyl)piperidin-4-yl)-[1,2,4]triazolo[1,5-a]pyridine